Cl.C(C)OC(=O)C=1NC2=CC=C(C=C2C1)NC([C@H](CC1=CC=CC=C1)N)=O (S)-5-(2-amino-3-phenylpropionamido)-1H-indole-2-carboxylic acid ethyl ester hydrochloride